5-((S)-fluoro(4-fluoro-1-(triisopropylsilyl)-1H-indol-3-yl)methyl)pyrrolidin-2-one F[C@H](C1CCC(N1)=O)C1=CN(C2=CC=CC(=C12)F)[Si](C(C)C)(C(C)C)C(C)C